OC1=C(N2C(C3=C(C=CC=C13)C1=CC=NC=C1)=NC=N2)C(=O)NCC(=O)OCC ethyl 2-[[6-hydroxy-10-(4-pyridyl)-[1,2,4]triazolo[5,1-a]isoquinoline-5-carbonyl]amino]acetate